3,7,11-trimethyldodecane-2,6,10-trien-1-ol CC(=CCO)CCC=C(CCC=C(C)C)C